N,6-dimethyl-5-(piperazin-1-yl)pyridineamide hydrochloride Cl.CNC(=O)C1=NC(=C(C=C1)N1CCNCC1)C